1-(2-chloro-7,8-dihydro-1,6-naphthyridin-6(5H)-yl)-2-(4,4-difluorocyclohexyl)ethan-1-one ClC1=NC=2CCN(CC2C=C1)C(CC1CCC(CC1)(F)F)=O